COC(=O)C=1C=2N(C=C(C1)CN[C@@H](C)CC)C=CN2 (S)-6-((sec-butylamino)methyl)imidazo[1,2-a]pyridine-8-carboxylic acid methyl ester